lithium 2,2-dimethyl-1-[N,N-bis(trimethylsilyl)]aminopropane CC(CN([Si](C)(C)C)[Si](C)(C)C)(C)C.[Li]